(Z)-14-Methyl-8-hexadecenal CC(CCCC\C=C/CCCCCCC=O)CC